C1(CC1)N1[C@H]2CN(C[C@@H]1CC2)C2CCN(CC2)C2=C(C=C(C(=C2)OC)NC2=NC=NC(=C2)N2OCC[C@@H]2C2=CC(=CC(=C2)F)F)NC(C=C)=O N-(2-(4-((1R,5S)-8-cyclopropyl-3,8-diazabicyclo[3.2.1]octan-3-yl)piperidine-1-yl)-5-((6-((R)-3-(3,5-difluorophenyl)-isoxazolidine-2-yl)pyrimidine-4-yl)amino)-4-methoxyphenyl)acrylamide